NC1=C(C=2C(=NC=C(C2C=2C3=C(C=4C=NC(=NC4C2F)N2C[C@@H](CC2)N2CCN(CC2)C)COC3)F)S1)C#N 2-Amino-5-fluoro-4-(5-fluoro-3-((R)-3-(4-methylpiperazin-1-yl)pyrrolidin-1-yl)-7,9-dihydrofuro[3,4-f]quinazolin-6-yl)thieno[2,3-b]pyridine-3-carbonitrile